(4-bromopyridin-2-yl)(4-(3,4-dihydroisoquinolin-2(1H)-yl)piperidin-1-yl)methanone BrC1=CC(=NC=C1)C(=O)N1CCC(CC1)N1CC2=CC=CC=C2CC1